ClC(=O)[C@@H]1CC[C@H](CC1)CCC(=O)OC(C)(C)C tert-Butyl 3-(trans-4-(chlorocarbonyl)cyclohexyl)propanoate